cyclopenta[g]-2-benzopyran C=1OC=CC=2C1C=C1C(C2)=CC=C1